C(CC)(=O)C=1N=NN(C1)CCC[Si](OCC)(OCC)OCC 4-propionyl-1-[3-(triethoxysilyl)propyl]-1,2,3-triazole